palladium-silver-copper-platinum-zinc-gold [Au].[Zn].[Pt].[Cu].[Ag].[Pd]